C(C)N(C(=O)C1CN(CC1O)C)CCN1CCC(CC1)C1=NOC2=C1C=CC(=C2)F N-ethyl-N-{2-[4-(6-fluoro-1,2-benzisoxazol-3-yl)piperidin-1-yl]ethyl}-4-hydroxy-1-methylpyrrolidine-3-carboxamide